N-(2,2-difluoroethyl)cyclopentanecarboxamide FC(CNC(=O)C1CCCC1)F